COC1=NC(=NN2C1=C(C=C2)C=2C=CC1=C(N(N=N1)C)C2)NC2CC(C2)(C(=O)NCCOC)C trans-3-((4-Methoxy-5-(1-methyl-1H-benzo[d][1,2,3]triazol-6-yl)pyrrolo[2,1-f][1,2,4]triazin-2-yl)amino)-N-(2-methoxyethyl)-1-methylcyclobutane-1-carboxamide